1-[(2R)-2-(5-fluoro-1H-indole-3-carbonyl)pyrrolidin-1-yl]propan-1-one FC=1C=C2C(=CNC2=CC1)C(=O)[C@@H]1N(CCC1)C(CC)=O